(S)-(3-chloro-2,4-difluorophenyl)(trans-3-(trifluoromethyl)cyclobutyl)-methylamine ClC=1C(=C(C=CC1F)N(C)[C@@H]1C[C@H](C1)C(F)(F)F)F